[Bi+3].C(CCCCCCC\C=C/CCCCCCCC)(=O)[O-].C(CCCCCCC\C=C/CCCCCCCC)(=O)[O-].C(CCCCCCC\C=C/CCCCCCCC)(=O)[O-] tris(oleate) bismuth